C1[C@H](C)O1 L-1,2-epoxypropane